N-[[2-[(cyclohexylmethylamino)methyl]-1H-indol-6-yl]methyl]-4-oxo-pyrido[1,2-a]pyrimidine-2-carboxamide C1(CCCCC1)CNCC=1NC2=CC(=CC=C2C1)CNC(=O)C=1N=C2N(C(C1)=O)C=CC=C2